9-Ethyl-1,3,6,8-tetrabromocarbazole C(C)N1C2=C(C=C(C=C2C=2C=C(C=C(C12)Br)Br)Br)Br